OCCOCCO di-(β-hydroxyethyl)ether